2-Chloro-N-{2-[4-(difluoromethyl)-1,3-thiazol-5-yl]-2-(4-{[(2-fluoropyridin-4-yl)-oxy]methyl}piperidin-1-yl)ethyl}-6-fluorobenzamid ClC1=C(C(=O)NCC(N2CCC(CC2)COC2=CC(=NC=C2)F)C2=C(N=CS2)C(F)F)C(=CC=C1)F